Lauric acid potassium salt [K+].C(CCCCCCCCCCC)(=O)[O-]